(Z)-N'-hydroxy-4-(4-methyl-2-phenylpiperazin-1-yl)benzimidamide O\N=C(\C1=CC=C(C=C1)N1C(CN(CC1)C)C1=CC=CC=C1)/N